C(CCCCCCC)C1=CC=C(C=C1)NC1=CC=C(C=C1)CCCCCCCC di(para-octylphenyl)amine